The molecule is a hydroxy-L-tryptophan which carries a hydroxy group at position 3. It is a non-proteinogenic L-alpha-amino acid and a hydroxy-L-tryptophan. C1=CC=C2C(=C1)C(=CN2)C([C@@H](C(=O)O)N)O